C(C)(C)(C)OC(=O)N1CC(OCC1)C1=CC=C2C(=N1)C(=CN2C(=O)OC(C)(C)C)C(C)C 2-(1-(tert-Butoxycarbonyl)-3-isopropyl-1H-pyrrolo[3,2-b]pyridin-5-yl)morpholine-4-carboxylic acid tert-butyl ester